(S)-4-(2-fluorenylmethoxycarbonylamino-3-(4-(4-(tetrahydro-2H-pyran-4-yl)-2-oxopiperazin-1-yl)phenyl)propionamido)-1-tert-butoxycarbonyl-indole C1(=CC=CC=2C3=CC=CC=C3CC12)COC(=O)N[C@H](C(=O)NC1=C2C=CN(C2=CC=C1)C(=O)OC(C)(C)C)CC1=CC=C(C=C1)N1C(CN(CC1)C1CCOCC1)=O